NN[C@@H](CCC(=O)O)C(=O)O aminoglutamic acid